S1C(=NC2=C1C=CC=C2)SCCCC(C(=O)O)(C)C 5-(benzo[d]thiazol-2-ylsulfanyl)-2,2-dimethylpentanoic acid